1-(1Z-hexadecenyl)-2-(13Z,16Z-docosadienoyl)-glycero-3-phospho-(1'-sn-glycerol) CCCCCCCCCCCCCC/C=C\OC[C@H](COP(=O)(O)OC[C@H](CO)O)OC(=O)CCCCCCCCCCC/C=C\C/C=C\CCCCC